7-chloro-4-(2,2-dimethyl-1,3-dioxolan-4-yl)-2,3-dihydrobenzofuran-5-carbonitrile ClC1=CC(=C(C=2CCOC21)C2OC(OC2)(C)C)C#N